C(C)(C)(C)C1=CC=CC(=N1)C1(CCN(CC1)C(=O)OC(C)(C)C)O Tert-butyl 4-(6-(tert-butyl) pyridin-2-yl)-4-hydroxypiperidine-1-carboxylate